glycolamide disodium salt [Na+].[Na+].C(CO)(=O)[NH-].C(CO)(=O)[NH-]